7-((6-((dimethyl-amino)methyl)-5-(4-hydroxy-piperidin-1-yl)pyridin-2-yl)amino)-4-(7-fluoro-imidazo[1,2-a]pyridin-3-yl)isoindolin-1-one CN(C)CC1=C(C=CC(=N1)NC=1C=CC(=C2CNC(C12)=O)C1=CN=C2N1C=CC(=C2)F)N2CCC(CC2)O